(S)-1-(1H-benzo[d]imidazol-5-yl)-5-(4-(4,4-difluorocyclohexyl)phenyl)imidazolidin-2-one N1C=NC2=C1C=CC(=C2)N2C(NC[C@@H]2C2=CC=C(C=C2)C2CCC(CC2)(F)F)=O